N-(2-((3-(4-methylpiperazin-1-yl)propyl)carbamoyl)phenyl)-1-naphthamide CN1CCN(CC1)CCCNC(=O)C1=C(C=CC=C1)NC(=O)C1=CC=CC2=CC=CC=C12